(3R,6S)-1-(2-(4-(6-methoxypyridin-3-yl)phenyl)acetyl)-6-methylpiperidine-3-carboxylic acid COC1=CC=C(C=N1)C1=CC=C(C=C1)CC(=O)N1C[C@@H](CC[C@@H]1C)C(=O)O